C(CCCCCCCCCCCCCCCCCCC)(=O)N[C@@H]1C[C@H]2C[C@H]([C@H]3[C@@H]4CC[C@H]([C@@H](CCC(=O)O)C)[C@]4([C@H](C[C@@H]3[C@]2(CC1)C)O)C)O 3β-arachidoylamino-7α,12α-dihydroxy-5β-cholan-24-oic acid